(4-naphthalen-1-yl-phenyl)-phenyl-amine C1(=CC=CC2=CC=CC=C12)C1=CC=C(C=C1)NC1=CC=CC=C1